Cl.N[C@@H](CCCNC(N)=N)C(=O)O Arginin HCl